(S)-6-methoxy-3-(2-((methylsulfonyl)oxy)propyl)-1H-indole-1-carboxylic acid tert-butyl ester C(C)(C)(C)OC(=O)N1C=C(C2=CC=C(C=C12)OC)C[C@H](C)OS(=O)(=O)C